C(C1=CC=CC=C1)N1C[C@H](CC1)NC(=S)NC1=CC=CC2=CC=CC=C12 (S)-1-(1-benzylpyrrolidine-3-yl)-3-(naphthalen-1-yl)thiourea